2,3-Dichlorophenol ClC1=C(C=CC=C1Cl)O